1-cyano-4-dimethylaminopyridinium tetrafluoroborat F[B-](F)(F)F.C(#N)[N+]1=CC=C(C=C1)N(C)C